C(C1=CC=CC=C1)N1N=CC(=C1)C1=C(C=C(C=C1)NC(CC1=C(C=CC=C1)Cl)=O)S(N=CN(C)C)(=O)=O N-[4-(1-benzyl-1H-pyrazol-4-yl)-3-{[(dimethylamino)methylene]sulfamoyl}phenyl]-2-(2-chlorophenyl)acetamide